(S)-2-((((9H-fluoren-9-yl)methoxy)carbonyl)amino)-3-(4-(1-(1-(tert-butoxy)-2-methyl-1-oxopropan-2-yl)-1H-pyrazol-4-yl)phenyl)propanoic acid C1=CC=CC=2C3=CC=CC=C3C(C12)COC(=O)N[C@H](C(=O)O)CC1=CC=C(C=C1)C=1C=NN(C1)C(C(=O)OC(C)(C)C)(C)C